(R)-3-((1-(methyl-d3)-pyrrolidin-2-yl)methyl-d2)-1H-indole C(N1[C@H](CCC1)C(C1=CNC2=CC=CC=C12)([2H])[2H])([2H])([2H])[2H]